(R)-1-(2-fluoro-5-(trifluoromethoxy)phenyl)ethan-2,2,2-d3-1-amine HCl Cl.FC1=C(C=C(C=C1)OC(F)(F)F)[C@@H](C([2H])([2H])[2H])N